C(#N)C1=CC(=C(C(=C1)C(C)C)NC(=O)NS(=O)(=O)C1=C(N=C(S1)C(C)(C)O)CO)CCO [4-cyano-2-(2-hydroxyethyl)-6-(propan-2-yl)phenyl]-3-[4-(hydroxymethyl)-2-(2-hydroxypropan-2-yl)-1,3-thiazole-5-sulfonyl]urea